OC(C)(C)C1=CC=C(C=C1)N1C(C2=CN(C(C(=C2C1)C1=C(C=CC=C1)OCC(F)(F)F)=O)C)=O 2-[4-(2-hydroxypropan-2-yl)phenyl]-5-methyl-7-[2-(2,2,2-trifluoroethoxy)phenyl]-1H-pyrrolo[3,4-c]pyridine-3,6(2H,5H)-dione